(2S,3R)-1-(4-(2,6-di(benzyloxy)pyridin-3-yl)-5-fluorobenzofuran-7-yl)-2-methylazetidine-3-ol C(C1=CC=CC=C1)OC1=NC(=CC=C1C1=C(C=C(C2=C1C=CO2)N2[C@H]([C@@H](C2)O)C)F)OCC2=CC=CC=C2